1-(4-methoxybenzyl)-4-(4,4,5,5-tetramethyl-1,3,2-dioxaborolan-2-yl)-1H-pyrazole-3-carboxylic acid methyl ester COC(=O)C1=NN(C=C1B1OC(C(O1)(C)C)(C)C)CC1=CC=C(C=C1)OC